N1C=C(C2=CC=CC=C12)C[C@@H](CC)NC(=O)C=1NC2=CC=C(C=C2C1)Cl (R)-N-(1-(1H-indol-3-yl)butan-2-yl)-5-chloro-1H-indole-2-carboxamide